ethyl 4-(cyclopropyl(phenyl)methoxy)-5-(methylcarbamoyl)-1H-pyrrole-2-carboxylate C1(CC1)C(OC=1C=C(NC1C(NC)=O)C(=O)OCC)C1=CC=CC=C1